C1(CC1)NS(=O)(=O)C=1C=C(C=2N(C1)C(=NN2)C=2SC(=NN2)C(F)(F)F)N2C[C@H](N(CC2)C(=O)C2(CC2)C)C (R)-N-cyclopropyl-8-(3-methyl-4-(1-methylcyclopropane-1-carbonyl)piperazin-1-yl)-3-(5-(trifluoromethyl)-1,3,4-thiadiazol-2-yl)-[1,2,4]triazolo[4,3-a]pyridine-6-sulfonamide